C(C=C)(=O)OCC(OC(C=C)=O)COC(C=C)=O Glycerine tri-acrylate